NC[C@H](C1=CC=CC=C1)N (S)-2-amino-1-phenylethylamine